5-((8-Benzhydryl-3,8-diazabicyclo[3.2.1]octan-3-yl)methyl)-2-(2,4-dioxotetrahydropyrimidin-1(2H)-yl)isoindoline-1,3-dione C(C1=CC=CC=C1)(C1=CC=CC=C1)N1C2CN(CC1CC2)CC=2C=C1C(N(C(C1=CC2)=O)N2C(NC(CC2)=O)=O)=O